C(=O)OCCC(C)C iso-pentyl formate